4-amino-6-chloro-2-(4-chloro-2-fluorophenyl)nicotinic acid tert-butyl ester C(C)(C)(C)OC(C1=C(N=C(C=C1N)Cl)C1=C(C=C(C=C1)Cl)F)=O